COC1=C(CCN)C=CC(=C1SC)OC 2,4-dimethoxy-3-methylthiophenethylamine